[Br-].C(C)N1CN(C=C1)C=C 3-ethyl-1-vinyl-imidazole bromide